2,7-Dihydroxy-9-fluorenone OC1=CC=2C(C3=CC(=CC=C3C2C=C1)O)=O